COC(C1=C(C=CC(=C1)C1C[C@@H](OC2=CC=CC=C12)CN([C@H](C)C1=CC=CC2=CC=CC=C12)C(=O)OC(C)(C)C)C)=O Methyl-5-((2R)-2-(((tert-butoxycarbonyl)((R)-1-(naphthalen-1-yl)ethyl)amino)methyl)chroman-4-yl)-2-methylbenzoat